1'-((7-ethyl-6-oxo-5,6-dihydro-1,5-naphthyridin-3-yl)methyl)-3'-methyl-N-(1-methyl-1H-pyrazol-4-yl)-1',2',3',6'-tetrahydro-[3,4'-bipyridine]-6-carboxamide C(C)C=1C(NC=2C=C(C=NC2C1)CN1CC(C(=CC1)C=1C=NC(=CC1)C(=O)NC=1C=NN(C1)C)C)=O